ClC=1C=C2C(C(=CN(C2=CC1N1[C@H](CCC1)COC1=NC=CC=C1Cl)C1CN(C1)CCO)C(=O)O)=O 6-chloro-7-[(2R)-2-{[(3-chloropyridin-2-yl)oxy]methyl}pyrrolidin-1-yl]-1-[1-(2-hydroxyethyl)azetidin-3-yl]-4-oxo-1,4-dihydroquinoline-3-carboxylic acid